1-normal butylimidazolium bromide [Br-].C(CCC)N1C=[NH+]C=C1